7-(4-(4-(6-(4-(2-methoxyethyl)piperazin-1-yl)pyridin-3-yl)-1-methyl-1H-benzo[d]imidazol-6-yl)phenyl)-2-(oxetan-3-yl)-2,7-diazaspiro[3.5]nonane COCCN1CCN(CC1)C1=CC=C(C=N1)C1=CC(=CC=2N(C=NC21)C)C2=CC=C(C=C2)N2CCC1(CN(C1)C1COC1)CC2